E-2-Aminopyrazolo[1,5-a]pyridine-7-carboxylic acid methyl ester COC(=O)C1=CC=CC=2N1N=C(C2)N